Methyl 2-(tert-butoxycarbonylamino)-3-(3-methyl-1-bicyclo[1.1.1]pentanyl)prop-2-enoate C(C)(C)(C)OC(=O)NC(C(=O)OC)=CC12CC(C1)(C2)C